CC=1C=C(C=CC1)C1=NC=C(C=N1)OCC1CCNCC1 4-({[2-(3-methylphenyl)pyrimidin-5-yl]oxy}methyl)piperidine